C(C)C1=NC2=C(C=CC=C2C=C1)S(=O)(=O)[O-].[Ba+2].C(C)C1=NC2=C(C=CC=C2C=C1)S(=O)(=O)[O-] barium 2-ethyl-8-quinolinesulfonate